(6-fluoro-2-oxo-1,4-dihydroquinazolin-3-yl)acetic acid FC=1C=C2CN(C(NC2=CC1)=O)CC(=O)O